(3-(5-bromo-2-formylpyridin-3-yl)prop-2-yn-1-yl)carbamic acid tert-butyl ester C(C)(C)(C)OC(NCC#CC=1C(=NC=C(C1)Br)C=O)=O